CC1=C2C=CC=CC2=C(C2=CC=CC=C12)CCC(=O)O 3-(10-Methylanthracen-9-yl)propionic acid